CN1OC(C2C1CCC(C2)CCC)(C)C 1,3,3-trimethyl-5-propyloctahydrobenzo[c]isoxazole